FC(C=1C=C(C=C(C1)C(F)(F)F)B(O)O)(F)F [3,5-bis(trifluoromethyl)phenyl]boronic acid